Triethoxyisobutoxyzirconium C(C)O[Zr](OCC(C)C)(OCC)OCC